2-Chloro-N-(5-cyclopropyl-2-methyl-pyrazol-3-yl)-N-methyl-pyrimidin-4-amine ClC1=NC=CC(=N1)N(C)C=1N(N=C(C1)C1CC1)C